C(C)OC(=O)C=1C=NN2C1C=C(C=C2C)Br 5-bromo-7-methylpyrazolo[1,5-a]pyridine-3-carboxylic acid ethyl ester